3-(2-(4-(2-isopropylphenyl)piperazin-1-yl)ethyl)-8-(methylsulfonyl)-2-oxa-8-azaspiro[4.5]decan-1-one formate C(=O)O.C(C)(C)C1=C(C=CC=C1)N1CCN(CC1)CCC1OC(C2(C1)CCN(CC2)S(=O)(=O)C)=O